(R)-6-(cyclopropanecarboxamido)-4-((2-methoxy-3-(1-(tetrahydrofuran-3-yl)-1H-pyrazol-4-yl)phenyl)amino)nicotinamide C1(CC1)C(=O)NC1=NC=C(C(=O)N)C(=C1)NC1=C(C(=CC=C1)C=1C=NN(C1)[C@H]1COCC1)OC